benzylthio-benzenesulfonate C(C1=CC=CC=C1)SC1=C(C=CC=C1)S(=O)(=O)[O-]